4-(4-ethylphenyl)pyrimidine-2-carboxylic acid C(C)C1=CC=C(C=C1)C1=NC(=NC=C1)C(=O)O